NC1=NC=C(C=C1)C 2-amino-5-methylpyridine